N[C@H](C[C@@H](C(=O)O)C)CC1=CC=C(C=C1)O (2S,4R)-4-amino-5-(4-hydroxyphenyl)-2-methylpentanoic acid